2-[4-[(6-fluoro-1,3-benzothiazol-2-yl)oxy]phenoxy]acetamide FC1=CC2=C(N=C(S2)OC2=CC=C(OCC(=O)N)C=C2)C=C1